3-chloro-4-[(3,5-difluoropyridin-2-yl)methoxy]-1-[3'-fluoro-2'-(2-hydroxypropan-2-yl)-5-methyl-[2,4'-bipyridin]-4-yl]-6-methylpyridin-2-one ClC=1C(N(C(=CC1OCC1=NC=C(C=C1F)F)C)C1=CC(=NC=C1C)C1=C(C(=NC=C1)C(C)(C)O)F)=O